(S)-3-(2,2-Diheptadecyl-1,3-dioxolan-4-yl)-N,N-dimethylpropane-1-amine C(CCCCCCCCCCCCCCCC)C1(OC[C@@H](O1)CCCN(C)C)CCCCCCCCCCCCCCCCC